C1(CC1)C1=NC=NC(=C1C1=NN2C(N(C(CC2)=O)CC2=CC=C(C=C2)C=2N(C=C(N2)C(F)(F)F)C)=N1)OC 2-(4-cyclopropyl-6-methoxypyrimidin-5-yl)-4-(4-(1-methyl-4-(trifluoromethyl)-1H-imidazol-2-yl)benzyl)-6,7-dihydro-[1,2,4]triazolo[1,5-a]pyrimidin-5(4H)-one